3-Diethylamino-propyltrimeth-oxysilane C(C)N(CCC[Si](OC)(OC)OC)CC